Cl.ClC1=NC=CC(=N1)C=1CCNCC1 2-chloro-4-(1,2,3,6-tetrahydropyridin-4-yl)pyrimidine hydrochloride salt